N1CCNCCNCC1 1,4,7-triazacyclonon-ane